N-Methyl-5-[2-[3-oxo-2-[(1RS)-2-oxo-1-phenyl-2-(thiazol-2-ylamino)ethyl]isoindolin-5-yl]ethynyl]pyridin-2-carboxamid CNC(=O)C1=NC=C(C=C1)C#CC=1C=C2C(N(CC2=CC1)[C@@H](C(NC=1SC=CN1)=O)C1=CC=CC=C1)=O |r|